2-hydroxyacetic acid anion OCC(=O)[O-]